(2R)-2-(6-{5-chloro-2-[(2-methyl-2H-1,2,3-triazol-4-yl)amino]pyrimidin-4-yl}-1-oxo-2,3-dihydro-1H-isoindol-2-yl)-N-[(1S)-2-hydroxy-1-[3-(trifluoromethyl)phenyl]ethyl]propanamide ClC=1C(=NC(=NC1)NC1=NN(N=C1)C)C1=CC=C2CN(C(C2=C1)=O)[C@@H](C(=O)N[C@H](CO)C1=CC(=CC=C1)C(F)(F)F)C